anetholethione C1(=CC=C(C=CC=S)C=C1)OC